tert-butyl {(1RS)-2-[(1,3-dioxo-1,3-dihydro-2H-isoindol-2-yl)oxy]-1-phenyl-ethyl}carbamate O=C1N(C(C2=CC=CC=C12)=O)OC[C@@H](C1=CC=CC=C1)NC(OC(C)(C)C)=O |r|